4-(3-(2,6-dimethylphenoxy)-1-methyl-2-oxo-1,2-dihydropyridin-4-yl)-6-methyl-7-oxo-N-(2,2,2-trifluoroethyl)-6,7-dihydro-1H-pyrrolo[2,3-c]pyridine-2-carboxamide CC1=C(OC=2C(N(C=CC2C=2C3=C(C(N(C2)C)=O)NC(=C3)C(=O)NCC(F)(F)F)C)=O)C(=CC=C1)C